N(=[N+]=[N-])CC1N(C(C2=CC=CC=C12)=O)C (azidomethyl)-2-methylisoindolin-1-one